(2S)-1-{(1S)-2-[4,6-bis(trifluoromethyl)-1,3,5-triazin-2-yl]-6-chloro-2,3,4,9-tetrahydro-1H-pyrido[3,4-b]indol-1-yl}-3-methoxypropan-2-ol FC(C1=NC(=NC(=N1)C(F)(F)F)N1[C@H](C=2NC3=CC=C(C=C3C2CC1)Cl)C[C@@H](COC)O)(F)F